4-(1-phenyl-1H-1,2,3-triazol-4-yl)benzaldehyde C1(=CC=CC=C1)N1N=NC(=C1)C1=CC=C(C=O)C=C1